(S)-5-((5-(4-chloro-2-methoxy-6-(morpholin-2-ylmethoxy)phenyl)-1H-pyrazol-3-yl)amino)pyrazine-2-carbonitrile ClC1=CC(=C(C(=C1)OC[C@@H]1CNCCO1)C1=CC(=NN1)NC=1N=CC(=NC1)C#N)OC